(E)-N8-hydroxy-2-((naphthalen-1-yloxy)methyl)-N1-(thien-2-ylmethyl)-2-octenediamide ONC(CCCC/C=C(/C(=O)NCC=1SC=CC1)\COC1=CC=CC2=CC=CC=C12)=O